1-(4-(8-(but-3-en-1-yloxy)imidazo[1,2-a]pyrazin-6-yl)-5-cyclopropylpyridin-2-yl)ethan-1-one C(CC=C)OC=1C=2N(C=C(N1)C1=CC(=NC=C1C1CC1)C(C)=O)C=CN2